C1(CC1)C=1C=NN(C1CO[C@H]1[C@@H]2CN([C@H](C1)C2)C=2C=CC(=NC2)C(=O)O)C2=C(C=CC=C2Cl)Cl 5-[(1S,4S,5R)-5-{[4-cyclopropyl-1-(2,6-dichlorophenyl)-1H-pyrazol-5-yl]methoxy}-2-azabicyclo[2.2.1]heptan-2-yl]pyridine-2-carboxylic acid